C(C1=CC=CC=C1)OC1=C(C=CC=C1)CC(O)C1=CNC(O1)=S 5-[2-(2-Benzyloxyphenyl)-1-hydroxyethyl]-1,3-oxazol-2(3H)-thione